4-(4-(dimethylamino)phenyl)-N-((5-(2,6-dioxopiperidin-3-yl)-4-oxo-5,6-dihydro-4H-thieno[3,4-c]pyrrol-1-yl)methyl)butanamide CN(C1=CC=C(C=C1)CCCC(=O)NCC=1SC=C2C1CN(C2=O)C2C(NC(CC2)=O)=O)C